C1(=CC=CC=C1)C1=NC(=NC(=N1)C1=CC=CC=C1)C=1C(=C(C=C(C1N1C2=CC=C(C=C2C=2C=C(C=CC12)C)C)C1=NC(=NC(=N1)C1=CC=CC=C1)C1=CC=CC=C1)N1C2=CC=C(C=C2C=2C=C(C=CC12)C)C)N1C2=CC=CC=C2C=2C=C(C=CC12)C 9,9'-(3,5-bis(4,6-diphenyl-1,3,5-triazin-2-yl)-2-(3-methyl-9H-carbazol-9-yl)-1,4-phenylene)bis(3,6-dimethyl-9H-carbazole)